C(CCCCCCCCCCC)N(C(OCCC)=O)CCCCCCCCCCCC propyl N,N-didodecylcarbamate